N-(3-(1-(4-fluorobenzyl)-1H-indol-2-yl)-1H-pyrazol-5-yl)-4-((1-methylpiperidin-4-yl)amino)benzamide FC1=CC=C(CN2C(=CC3=CC=CC=C23)C2=NNC(=C2)NC(C2=CC=C(C=C2)NC2CCN(CC2)C)=O)C=C1